tert-butyl (3-(6,11-dioxo-1,2,4,5,6,11-hexahydro-3H-naphtho[2,3-d]azepin-3-yl)propyl)(methyl)carbamate O=C1C2=CC=CC=C2C(C=2CCN(CCC21)CCCN(C(OC(C)(C)C)=O)C)=O